CN1CCN(CC1)C(=O)C1=CC=C(C=C1)NC1=CC(=NN1)C1=CC=C(S1)C(=O)N 5-(5-(4-(4-methylpiperazin-1-ylcarbonyl)phenylamino)-1H-pyrazol-3-yl)thiophene-2-carboxamide